FC=1C(=CC2=CN(N=C2C1C)C)N=C(C1=CC=CC=C1)C1=CC=CC=C1 N-(6-fluoro-2,7-dimethyl-2H-indazol-5-yl)-1,1-diphenylmethanimine